cobalt (III) naphtholate C1(=CC=CC2=CC=CC=C12)[O-].[Co+3].C1(=CC=CC2=CC=CC=C12)[O-].C1(=CC=CC2=CC=CC=C12)[O-]